ClC=1C(=C(C=CC1)NC(=S)C=1C(N(CCC1NCC1=NC=NC=C1)C(=O)OC(C)(C)C)=O)OC tert-butyl 3-[(3-chloro-2-methoxyphenyl)carbamothioyl]-2-oxo-4-[(pyrimidin-4-ylmethyl)amino]-5,6-dihydropyridine-1-carboxylate